2-amino-4-(thiazol-2-yl)thiazole-5-carbonitrile NC=1SC(=C(N1)C=1SC=CN1)C#N